C(C=C)(=O)NC=1C=C(C=CC1)C=1C=C(C(=C2C=NC=NC12)N)C1=C(C=C(C(=O)NC2=NC=CC=C2F)C=C1)Cl 4-(8-(3-acrylamidophenyl)-5-aminoquinazolin-6-yl)-3-chloro-N-(3-fluoropyridin-2-yl)benzamide